2,5-dichloro-4-(3-(pyrrolidin-1-yl)phenyl)pyrimidine ClC1=NC=C(C(=N1)C1=CC(=CC=C1)N1CCCC1)Cl